4-fluoro-2-(5-fluoro-2-methoxyphenyl)pyrrolidine-1-carboxylic acid tert-butyl ester C(C)(C)(C)OC(=O)N1C(CC(C1)F)C1=C(C=CC(=C1)F)OC